6-Chloro-2-((S)-1-((S)-4,6-dimethyl-1,4-diazepan-1-yl)butyl)-3-ethylquinazolin-4(3H)-one ClC=1C=C2C(N(C(=NC2=CC1)[C@H](CCC)N1CCN(C[C@@H](C1)C)C)CC)=O